FC1=C(C=CC(=C1)N1C(N(C2=NC(=NC=C2C1)N[C@@H]1CNC[C@H](C1)F)C(C)C)=O)NS(=O)(=O)CC1=NC=CC=C1 N-(2-fluoro-4-(7-(((3S,5S)-5-fluoropiperidin-3-yl)amino)-1-isopropyl-2-oxo-1,4-dihydropyrimido[4,5-d]pyrimidin-3(2H)-yl)phenyl)-1-(pyridin-2-yl)methanesulfonamide